2,4-dinitroanilinium [N+](=O)([O-])C1=C([NH3+])C=CC(=C1)[N+](=O)[O-]